(R)-3-((4-(difluoromethyl)-1,1,2,2-tetrafluoro-3-hydroxy-2,3-dihydro-1H-inden-5-yl)oxy)-5-fluorobenzonitrile FC(C1=C2[C@H](C(C(C2=CC=C1OC=1C=C(C#N)C=C(C1)F)(F)F)(F)F)O)F